NC=1C2=C(N=CN1)N(C=C2)[C@H]2[C@@H]([C@@H]([C@H](C2)CCC2=CC=C1C=C3C(=NC1=C2)N[C@H](C3)C3CC3)O)O (1R,2S,3R,5S)-3-(4-amino-7H-pyrrolo[2,3-d]pyrimidin-7-yl)-5-(2-((R)-2-cyclopropyl-2,3-dihydro-1H-pyrrolo[2,3-b]quinolin-7-yl)ethyl)cyclopentane-1,2-diol